FC(C1=C(C=CC(=C1)S(=O)(=O)C)N(C(OC(C)(C)C)=O)CC#C)F tert-butyl N-[2-(difluoromethyl)-4-methylsulfonyl-phenyl]-N-prop-2-ynyl-carbamate